C(C)OC(C(C)NC(=O)OC(C)(C)C)=O 2-((tert-butoxycarbonyl)amino)propionic acid ethyl ester